C1(CC1)CC(=O)NC=1C(=NC(=CC1)Cl)Cl 2-cyclopropyl-N-(2,6-dichloropyridin-3-yl)acetamide